OC[C@@H]1N(CCC1)C1=NC(N(C2=CC(=CC=C12)C(F)(F)F)C1=C(C=CC=C1)C)=O (R)-4-(2-(hydroxymethyl)pyrrolidin-1-yl)-1-(o-tolyl)-7-(trifluoromethyl)-quinazolin-2(1H)-one